3-cyclohexyl-1-methyl-N-[7-methyl-[1,2,4]triazolo[1,5-a]pyridin-6-yl]pyrazolo[4,3-d]pyrimidin-5-amine C1(CCCCC1)C1=NN(C2=C1N=C(N=C2)NC=2C(=CC=1N(C2)N=CN1)C)C